(5-(2,6-diisopropylphenyl)-2-(2,6-diisopropylphenyl)-2,3-dihydroimidazo[1,5-a]pyridin-3-yl)gold(I) chloride C(C)(C)C1=C(C(=CC=C1)C(C)C)C1=CC=CC=2N1C(N(C2)C2=C(C=CC=C2C(C)C)C(C)C)[Au-]Cl